1H-pyrrolo[3,2-c]Pyridine-2-carboxamide N1C(=CC=2C=NC=CC21)C(=O)N